COC=1N=CC(=NC1)COC=1C=CC2=C(N(C(=N2)C=2C=NC=CC2)C)C1 6-[(5-methoxypyrazin-2-yl)methoxy]-1-methyl-2-(pyridin-3-yl)-1H-1,3-benzodiazole